9-(4-((1-(3-fluoropropyl)azetidin-3-yl)methyl)phenyl)-8-(2,4,6-trifluorophenyl)-6,7-dihydro-5H-benzo[7]annulene-3-carboxylic acid hydrochloride Cl.FCCCN1CC(C1)CC1=CC=C(C=C1)C1=C(CCCC2=C1C=CC(=C2)C(=O)O)C2=C(C=C(C=C2F)F)F